1-(3-chlorophenyl)ethyl ((2S)-3-cyclohexyl-1-(((2S)-1-(diethoxyphosphoryl)-1-hydroxy-5-(methyl(phenyl)amino)-5-oxopentan-2-yl)amino)-1-oxopropan-2-yl)carbamate C1(CCCCC1)C[C@@H](C(=O)N[C@H](C(O)P(=O)(OCC)OCC)CCC(=O)N(C1=CC=CC=C1)C)NC(OC(C)C1=CC(=CC=C1)Cl)=O